C[C@@H]1N(C[C@H](N(C1)C(C)C=1C=C2N=C(C=NC2=CC1)C)C)C=1C=2N=C(N(C2N(C(N1)=O)C)C)CC#N 2-(6-((2S,5R)-2,5-dimethyl-4-(1-(3-methylquinoxalin-6-yl)ethyl)piperazin-1-yl)-3,9-dimethyl-2-oxo-3,9-dihydro-2H-purin-8-yl)acetonitrile